COC(CCCC(CC=O)C)(C)C 7-Methoxy-3,7-dimethyloctan-1-al